C1OCC12COC(=NC2)NC2=CC(=CC(=C2)F)F 4-((2,6-dioxa-8-azaspiro[3.5]non-7-en-7-yl)amino)-2,6-difluorobenzene